tert-Butyl N-(((9H-fluoren-9-yl)methoxy)carbonyl)-N-(2-((4-(((2S,4R)-2-methyl-1-propionyl-1,2,3,4-tetrahydroquinolin-4-yl)amino)phenyl)amino)-2-oxoethyl)glycinate C1=CC=CC=2C3=CC=CC=C3C(C12)COC(=O)N(CC(=O)OC(C)(C)C)CC(=O)NC1=CC=C(C=C1)N[C@@H]1C[C@@H](N(C2=CC=CC=C12)C(CC)=O)C